1-(5-tert-butylisoxazol-3-yl)-3-(4-(1-(4-(2-morpholinoethoxy)phenyl)-1H-1,2,3-triazol-4-yl)phenyl)urea C(C)(C)(C)C1=CC(=NO1)NC(=O)NC1=CC=C(C=C1)C=1N=NN(C1)C1=CC=C(C=C1)OCCN1CCOCC1